ONC(=O)C1=CC2=C(OC(C(N2CC2=CC(=CC=C2)C(F)(F)F)=O)(C)C)C=C1 N-hydroxy-2,2-dimethyl-3-oxo-4-(3-(trifluoromethyl)benzyl)-3,4-dihydro-2H-benzo[b][1,4]oxazine-6-carboxamide